CN1N=CC(=C1C1=NC(=NC=C1F)N1CCC(CC1)C(=O)N(CC1=CN=CN1C)O)C 1-(4-(1,4-dimethyl-1H-pyrazol-5-yl)-5-fluoropyrimidin-2-yl)-N-hydroxy-N-((1-methyl-1H-imidazol-5-yl)methyl)piperidine-4-carboxamide